OC1=C(C2=C(N(C1=O)CC1=CC=C(C=C1)OCS(=O)(=O)C)C=CS2)C(=O)O 6-hydroxy-4-{4-[(methylsulfonyl)methoxy]benzyl}-5-oxo-4,5-dihydrothieno[3,2-b]pyridine-7-carboxylic acid